6,6-dimethyl-2,4-dioxo-3-azabicyclo[3.1.0]hexane-1,5-dicarboxylic acid CC1(C2(C(NC(C12C(=O)O)=O)=O)C(=O)O)C